[N+](=O)([O-])C1=C(COC(C[SiH3])(OCC2=C(C=CC=C2)[N+](=O)[O-])OCC2=C(C=CC=C2)[N+](=O)[O-])C=CC=C1 Tris(2-nitrobenzyloxy)ethylsilane